2-(1-isopropyl-1H-pyrazol-4-yl)ethyl methanesulfonate CS(=O)(=O)OCCC=1C=NN(C1)C(C)C